monoethylamine ethyl-acrylate C(C)OC(C=C)=O.C(C)N